ClC1=CC(=C(C=C1)C1=NC(=CC=2N=C(N(C(C21)=O)C)C)N2CC(OCC2)C=2C=NC=C(C2)F)F 5-(4-chloro-2-fluorophenyl)-7-(2-(5-fluoro-3-pyridyl)-4-morpholinyl)-2,3-dimethylpyrido[4,3-d]pyrimidin-4(3H)-one